ClC1=C(C(=C(N=N1)OC1=C(C(=CC=C1)C1CC1)F)C(=O)NCC(F)(F)C1=C(C=C(C=C1)C)C)C 6-chloro-3-(3-cyclopropyl-2-fluorophenoxy)-N-[2-(2,4-dimethylphenyl)-2,2-difluoro-ethyl]-5-methylpyridazine-4-carboxamide